ClC1=C(C=2N=C(N=CC2C(=N1)N1CCC1)SC)F 1-[7-chloro-8-fluoro-2-(methylsulfanyl)pyrido[4,3-d]pyrimidin-5-yl]azetidine